C(C)(=O)OCCC(C=CCCCCC)C 3-methyldec-4-en-1-yl acetate